(2R)-N-[4-[1-(Benzenesulfonyl)pyrrolo[2,3-b]pyridin-4-yl]phenyl]-2-(cyclopropylmethylamino)-4-methyl-pentanamide C1(=CC=CC=C1)S(=O)(=O)N1C=CC=2C1=NC=CC2C2=CC=C(C=C2)NC([C@@H](CC(C)C)NCC2CC2)=O